2-(isoindolin-2-ylmethyl)-5-(3-(pyridin-4-yl)propoxy)-4H-pyran-4-one C1N(CC2=CC=CC=C12)CC=1OC=C(C(C1)=O)OCCCC1=CC=NC=C1